BrC=1C=CC(=C(C#N)C1)NC1=CC(=CC=C1)C(F)(F)F 5-bromo-2-[3-(trifluoromethyl)anilino]Benzonitrile